ClC1=CC(=C(C=N1)C(=O)OC)NC(C)C Methyl 6-chloro-4-(isopropylamino)pyridine-3-carboxylate